O=CCC1CCC(O1)[C@H]1N(CCC1)C(=O)OC(C)(C)C tert-butyl (2S)-2-[5-(2-oxoethyl)oxolan-2-yl]pyrrolidine-1-carboxylate